C1N(CC12CCOCC2)CC2=CC(=NC=C2)C=2C=C1CNC(C1=CC2)=O 5-(4-((7-oxa-2-azaspiro[3.5]nonan-2-yl)methyl)pyridin-2-yl)-1-oxoisoindolin